ClC=1C=C(C=C(C1)Cl)NC1=NC2=CC(=CC=C2C(N1)=O)N1CCOCC1 2-((3,5-dichlorophenyl)amino)-7-morpholinoquinazoline-4(3H)-One